N-(2-([1,4'-Bipiperidin]-1'-yl)-5-(3'-methyl-2'-oxo-2',3'-dihydrospiro[cyclobutane-1,1'-pyrrolo[2,3-c]quinolin]-8'-yl)pyridin-3-yl)-2,4-difluorobenzenesulfonamide hydrochloride Cl.N1(CCCCC1)C1CCN(CC1)C1=NC=C(C=C1NS(=O)(=O)C1=C(C=C(C=C1)F)F)C1=CC=2C3=C(C=NC2C=C1)N(C(C31CCC1)=O)C